FC(C1(CC1)C=1N=CNC1)(F)F 4-[1-(trifluoromethyl)cyclopropyl]-1H-imidazole